ClC=1C(=C(NC2=C(NC3=C2C(NCC3)=O)C3=C(C=NC=C3)OC[C@H]3CN(CCO3)C)C=CC1)CC 3-(3-chloro-2-ethylanilino)-2-(3-{[(2R)-4-methylmorpholin-2-yl]methoxy}pyridin-4-yl)-1,5,6,7-tetrahydro-4H-pyrrolo[3,2-c]pyridin-4-one